FC1=CC=C(CN(S(=O)(=O)C2=CC=C(C=C2)NC(\C=C\C2=CC=NC=C2)=O)CC2=CC=C(C=C2)O)C=C1 (E)-N-(4-(N-(4-fluorobenzyl)-N-(4-hydroxybenzyl)sulfamoyl)phenyl)-3-(pyridin-4-yl)acrylamide